C[C@@H]1CN(C[C@@H](N1)C)C(=O)C1=NOC(=N1)C1=C(C(=C(C(=C1)F)F)O)F ((3R,5S)-3,5-Dimethyl-piperazin-1-yl)(5-(2,4,5-trifluoro-3-hydroxyphenyl)-1,2,4-oxadiazol-3-yl)methanone